O=C1NC(CCC1C=1C=CC(=NC1)NC1CCC(CC1)C(=O)N1C[C@@H](CC1)C(=O)O)=O (3R)-1-((1R,4R)-4-((5-(2,6-DIOXOPIPERIDIN-3-YL)PYRIDIN-2-YL)AMINO)CYCLOHEXANE-1-CARBONYL)PYRROLIDINE-3-CARBOXYLIC ACID